tert-butyl 3-(4-fluorophenyl)-1,2-oxazolidine-2-carboxylate FC1=CC=C(C=C1)C1N(OCC1)C(=O)OC(C)(C)C